2-(trimethylsilyl)-4-penten-1-ol C[Si](C(CO)CC=C)(C)C